CC1NCC1N1CCN(CC1)C(=O)OC(C)(C)C tert-Butyl 4-(2-methylazetidin-3-yl)piperazine-1-carboxylate